COCCN1CCC2=CC(=CC=C12)[N+](=O)[O-] 1-(2-methoxyethyl)-5-nitroindoline